ethyl-(Z)-3-((3-ethyl-3-isopropyl-7-(methylthio)-1,1-dioxido-5-phenyl-2,3,4,5-tetrahydro-1,5-benzothiazepin-8-yl)oxy)-2-fluoroacrylate C(C)OC(/C(=C/OC1=CC2=C(N(CC(CS2(=O)=O)(C(C)C)CC)C2=CC=CC=C2)C=C1SC)/F)=O